1'-(6-amino-5-((2-amino-3-chloro-pyridin-4-yl)thio)pyrazin-2-yl)-6,7-dihydrospiro[cyclopenta[c]pyridine-5,4'-piperidin]-6-amine NC1=C(N=CC(=N1)N1CCC2(CC1)C(CC=1C=NC=CC12)N)SC1=C(C(=NC=C1)N)Cl